OCCCCCC/C=C/CCCCCCCC(=O)OC methyl (E)-16-hydroxyhexadec-9-enoate